C(C)N(C1=CC=C(C(=O)NC2CCC3=CC(=CC=C23)\C=C\C(=O)NCCCCCC(=O)NO)C=C1)CC (E)-4-(diethylamino)-N-(5-(3-((6-(hydroxyamino)-6-oxohexyl)amino)-3-oxoprop-1-en-1-yl)-2,3-dihydro-1H-inden-1-yl)benzamide